ClC=1C(=C(CN2C(CC(CC2)C(=O)OC)CC)C=CC1)F methyl 1-(3-chloro-2-fluorobenzyl)-2-ethylpiperidine-4-carboxylate